3-oxa-7-aza-bicyclo[4.1.0]Heptane C12COCCC2N1